COC=1C=C(C=CC1)C[C@H](CCCC)NC(=O)C1CCCCC1 (S)-N-(1-(3-methoxyphenyl)hex-2-yl)cyclohexanecarboxamide